C(\C=C\C)(=O)N1CC2(C1)CN(CC2)C2=NC(=NC(=C2C#N)C2=C1C=NNC1=CC=C2C)N2CCOCC2 (E)-4-(2-(but-2-enoyl)-2,6-diazaspiro[3.4]octan-6-yl)-6-(5-methyl-1H-indazol-4-yl)-2-morpholinopyrimidine-5-carbonitrile